CC1(CCC=2C(=NC(=NC2C1)N1CC2(CN(C2)C(C=C)=O)CC1)N[C@H](CC=1SC(=NN1)C)CC(C)C)C 1-(6-(7,7-dimethyl-4-(((2S)-4-methyl-1-(5-methyl-1,3,4-thiadiazol-2-yl)-2-pentanyl)amino)-5,6,7,8-tetrahydro-2-quinazolinyl)-2,6-diazaspiro[3.4]octan-2-yl)-2-propen-1-one